6'-chloro-1'-(1-(cyclopropylmethyl)-1H-pyrazol-4-yl)-2'-oxo-1,3-dihydrospiro[indene-2,3'-indoline]-5-carboxylic acid ClC1=CC=C2C3(C(N(C2=C1)C=1C=NN(C1)CC1CC1)=O)CC1=CC=C(C=C1C3)C(=O)O